9-(4-((1S,2S)-2-aminocyclopentyl)phenyl)-8-hydroxy-6-methylthieno[2,3-c]quinolin-4(5H)-one hydrochloride Cl.N[C@@H]1[C@@H](CCC1)C1=CC=C(C=C1)C=1C=2C3=C(C(NC2C(=CC1O)C)=O)SC=C3